COC(C1=C(C=CC(=C1)\C=C\C(=O)N1CCC(CC1)O)OC)=O (E)-5-(3-(4-hydroxypiperidin-1-yl)-3-oxoprop-1-en-1-yl)-2-methoxybenzoic acid methyl ester